2,5-furanedicarboxylic-dimethylester COC(=O)C=1OC(=CC1)C(=O)OC